BrC=1N=C2C(=NC1)N(C(=N2)N2CCC(CC2)(C)NC(OC(C)(C)C)=O)COCC[Si](C)(C)C tert-butyl (1-(5-bromo-1-((2-(trimethylsilyl)ethoxy)methyl)-1H-imidazo[4,5-b]pyrazin-2-yl)-4-methylpiperidin-4-yl)carbamate